IC=1C(=CC(=C(OC=2C(=NC(=NC2)N)N)C1)C(C)C)OCCC1=CC=CC=C1 5-(5-Iodo-2-isopropyl-4-phenethyloxy-phenoxy)-pyrimidine-2,4-diamine